NC1=CC=C(C=C1)C1=NC=CC(=N1)CO [2-(4-aminophenyl)pyrimidin-4-yl]methanol